N-(5-(7-(2-fluoro-3,5-dimethoxyphenyl)-1,4,5,6,7,8-hexahydrocyclohepta[c]pyrazol-3-yl)-1H-pyrazol-4-yl)acrylamide FC1=C(C=C(C=C1OC)OC)C1CCCC2=C(NN=C2C2=C(C=NN2)NC(C=C)=O)C1